FC1=C2C(=C(C=3SC4=CC=CC=C4SC13)F)SC1=C(S2)C=CC=C1 6,13-Difluorobenzo[5,6][1,4]Dithiino[2,3-b]Thianthrene